(3-((4-carbamoyl-2-nitrophenyl)amino)propyl)carbamic acid tert-butyl ester C(C)(C)(C)OC(NCCCNC1=C(C=C(C=C1)C(N)=O)[N+](=O)[O-])=O